8-bromo-4-chloro-2-methyl-quinoline-3-carbonyl chloride BrC=1C=CC=C2C(=C(C(=NC12)C)C(=O)Cl)Cl